ClC=1C=C2C(=NC(=NC2=C(C1C1=CC=C(C2=C1N=C(S2)N)F)F)OC[C@H]2N(CCC2)C)N2CCNCC2 4-(6-chloro-8-fluoro-2-(((S)-1-methylpyrrolidin-2-yl)methoxy)-4-(piperazin-1-yl)quinazolin-7-yl)-7-fluorobenzo[d]thiazol-2-amine